tert-Butyl p-{(1S,5R,6R,8S)-8-hydroxy-3,3-dimethyl-2,4-dioxabicyclo[3.3.0]oct-6-yl}benzoate O[C@H]1C[C@@H]([C@H]2OC(O[C@@H]12)(C)C)C1=CC=C(C(=O)OC(C)(C)C)C=C1